5-Chloropyridin-3-yl 3-deoxy-3-[4-(3,4,5-trifluorophenyl)-1H-1,2,3-triazol-1-yl]-1-thio-α-D-galactopyranoside FC=1C=C(C=C(C1F)F)C=1N=NN(C1)[C@@H]1[C@H]([C@@H](SC=2C=NC=C(C2)Cl)O[C@@H]([C@@H]1O)CO)O